CN(C(C)C1(CN(CC1)C(=O)OC(C)(C)C)OC)C tert-butyl 3-(1-(dimethylamino)ethyl)-3-methoxypyrrolidine-1-carboxylate